N1(N=CN=C1)CC=1N=NN(C1)CCC1=CC=C(C=C1)Cl 4-((1H-1,2,4-triazol-1-yl)methyl)-1-(4-chlorophenethyl)-1H-1,2,3-triazole